O.Cl.O1NOC2=C1C=CC(=C2)C2=C(NC(=N2)C(C)(C)C)C2=NC(=CC=C2)C 2-(5-benzo[1,3]dioxazol-5-yl-2-tert-butyl-3H-imidazol-4-yl)-6-methylpyridine hydrochloride hydrate